FC1=C(C=CC2=C1NC(=N2)C2=CC=C(C=C2)S(=O)(=O)C)C2CCN(CC2)C2CCN(CC2)C(C)C 7-fluoro-6-(1'-isopropyl-[1,4'-bipiperidin]-4-yl)-2-(4-(methyl-sulfonyl)phenyl)-1H-benzo[d]imidazole